6-((3,4-difluorobenzyl)oxy)-N-(prop-2-yn-1-yl)-1,2,3,4-tetrahydronaphthalen-1-amine FC=1C=C(COC=2C=C3CCCC(C3=CC2)NCC#C)C=CC1F